O(C(=O)C)C1=CC=C(C=CC(=O)O)C=C1 4-acetoxyl-cinnamic acid